((4-bromo-2-methoxyphenyl)amino)propionic acid BrC1=CC(=C(C=C1)NC(C(=O)O)C)OC